[Cl-].CN(C)[PH2+]N(C)C bis(dimethylamino)phosphonium chloride